2-METHYL-1,3-BENZOXAZOLE-5-BORONIC ACID CC=1OC2=C(N1)C=C(C=C2)B(O)O